C1CC(CCC1C(=O)O)C(=O)O (1R,4R)-cyclohexane-1,4-dicarboxylic acid